1-((6-cyclopropylimidazo[1,2-a]pyridin-2-yl)methyl)-N-(2-fluoro-3-methoxy-6-(1H-tetrazol-1-yl)benzyl)-N-methyl-1H-1,2,3-triazole-4-carboxamide C1(CC1)C=1C=CC=2N(C1)C=C(N2)CN2N=NC(=C2)C(=O)N(C)CC2=C(C(=CC=C2N2N=NN=C2)OC)F